[Cl-].[Cl-].C1(=CC=CC=C1)C(=[Zr+2](C1(C(C(C(C2(C3C(=C4C=5C=CC=CC5CC4=C21)C=CCC3)C)(C)C)(C)C)(C)C)C)C3C=CC=C3)C3=CC(=CC=C3)Cl phenyl(m-chlorophenyl)methylene(cyclopentadienyl)(octamethyloctahydrodibenzofluorenyl)zirconium dichloride